3-(4-benzylpiperazine-1-yl)-N-(4-(3-methylphenyl)thiazole-2-yl)propionamide tert-Butyl-4-(4-((4-phenoxyfuro[3,2-d]pyrimidin-2-yl)amino)phenyl)piperazine-1-carboxylate C(C)(C)(C)OC(=O)N1CCN(CC1)C1=CC=C(C=C1)NC=1N=C(C2=C(N1)C=CO2)OC2=CC=CC=C2.C(C2=CC=CC=C2)N2CCN(CC2)CCC(=O)NC=2SC=C(N2)C2=CC(=CC=C2)C